ClC(C1=CC=C(C=C1)C(Cl)(Cl)Cl)(Cl)Cl L-1,4-bis(trichloromethyl)benzene